ClC1=CC2=C(C=N1)CN(C2)CC2=CC(=NC=C2)C=2C=C1CN(C(C1=CC2)=O)C2C(NC(CC2)=O)=O 3-(5-(4-((6-chloro-1,3-dihydro-2H-pyrrolo[3,4-c]pyridin-2-yl)methyl)pyridin-2-yl)-1-oxoisoindolin-2-yl)piperidine-2,6-dione